C(CCC)C=1N(C(=C(N1)Cl)C(=O)O)CC1=CC=C(C=C1)C1=CC(=CC=C1C(=O)O)C1=CC=CC=C1 2-butyl-1-((6'-carboxy-[1,1':3',1''-terphenyl]-4-yl)methyl)-4-chloro-1H-imidazole-5-carboxylic acid